ONC(=N)C=1C=C2CN(CC2=CC1)C(C)C=1OC=C(C(C1)=O)OCC1CCN(CC1)S(=O)(=O)C N-hydroxy-2-(1-(5-((1-(methylsulfonyl)piperidin-4-yl)methoxy)-4-oxo-4H-pyran-2-yl)ethyl)isoindoline-5-carboximidamide